(3R)-tert-butyl 4-(2-((4-(3-(3-amino-6-chloropyridazin-4-yl)-3,8-diazabicyclo[3.2.1]octan-8-yl)pyridin-2-yl)oxy)ethyl)-3-methylpiperazine-1-carboxylate NC=1N=NC(=CC1N1CC2CCC(C1)N2C2=CC(=NC=C2)OCCN2[C@@H](CN(CC2)C(=O)OC(C)(C)C)C)Cl